C[NH+]1[C@@H]2CC(C[C@H]1[C@H]3[C@@H]2O3)OC(=O)[C@H](CO)C4=CC=CC=C4 The molecule is the ammonium ion resulting from the protonation of the amino group of scopolamine. It is a conjugate acid of a scopolamine.